2,2-difluoro-6-(((trifluoromethyl)sulfonyl)oxy)-7-azaspiro[3.5]non-5-ene-7-carboxylic acid tert-butyl ester C(C)(C)(C)OC(=O)N1C(=CC2(CC(C2)(F)F)CC1)OS(=O)(=O)C(F)(F)F